[Na].ClNS(=O)(=O)C1=CC=C(C=C1)C N-chloro-4-methylbenzenesulfonamide sodium salt